NC1=CC=C(C(C(F)(F)F)(C(F)(F)F)C2=CC=C(C=C2)C(C2=CC=C(C=C2)N)(C(F)(F)F)C(F)(F)F)C=C1 1,4-bis(4-amino-α,α-bistrifluoromethylbenzyl)benzene